(1S,3r)-3-azido-4-carbonyl-N,N-dimethylcyclohexylformamide N(=[N+]=[N-])[C@@H]1C[C@H](CCC1=C=O)C(=O)N(C)C